FCC1(C(C(C1)O)[C@H]1N2C(C3=CC=CC=C13)=CN=C2)CF 3,3-bis(fluoromethyl)-2-((R)-5H-imidazo[5,1-a]isoindol-5-yl)cyclobutan-1-ol